5-phenyl-1,2,3,4-tetrahydroisoquinoline C1(=CC=CC=C1)C1=C2CCNCC2=CC=C1